C(C)(C)(C)OC(=O)N1C[C@H](CC1)[C@H](C(=O)OC)CC1=CC(=CC=C1)OCC1=CC=CC=C1 |&1:12| (3R)-3-[rac-1-[(3-benzyloxyphenyl)methyl]-2-methoxy-2-oxoethyl]pyrrolidine-1-carboxylic acid tert-butyl ester